4,5-bis(4-chlorophenyl)-1-hexyl-2-(3,4-dimethoxyphenyl)-1H-imidazole ClC1=CC=C(C=C1)C=1N=C(N(C1C1=CC=C(C=C1)Cl)CCCCCC)C1=CC(=C(C=C1)OC)OC